tert-Butyl N-[2-[5-bromo-3-(1-hydroxyethyl)-2-pyridyl]ethyl]carbamate BrC=1C=C(C(=NC1)CCNC(OC(C)(C)C)=O)C(C)O